[Ca].C(=O)(O)CNC(C(CS)NC(CC[C@H](N)C(=O)O)=O)=O N5-(1-((carboxymethyl)amino)-3-mercapto-1-oxopropan-2-yl)glutamine calcium